BrC1=CC=C2C=C(C3(N(C2=C1)CC(C(N3)=O)(C)C)C3=CC=CC=C3)F 9-Bromo-5-fluoro-2,2-dimethyl-4a-phenyl-1,2,4,4a-tetrahydro-3H-pyrimido[1,2-a]quinolin-3-one